methyl 5-bromo-4-methoxy-2H-indazole-7-carboxylate BrC1=C(C2=CNN=C2C(=C1)C(=O)OC)OC